BrC=1NN=C2C=CC=CC12 3-bromo-2H-indazole